ethyl (S)-2-(4-((6-((1-(3-cyclopropylphenyl)ethyl)carbamoyl)-1,2-dimethyl-1H-indol-3-yl)methyl)phenoxy)-2-methylpropanoate C1(CC1)C=1C=C(C=CC1)[C@H](C)NC(=O)C1=CC=C2C(=C(N(C2=C1)C)C)CC1=CC=C(OC(C(=O)OCC)(C)C)C=C1